C[Si](C)(C)Cl trimethylsilicon monochloride